C(CCCCC)(=O)OCOC1=C(C(=NC2=CC(=C(C=C12)Cl)OC)C)C1=CC=C(C=C1)OC1=CC=C(C=C1)OC(F)(F)F (6-chloro-7-methoxy-2-methyl-3-(4-(4-(trifluoromethoxy)phenoxy) phenyl)quinolin-4-yloxy)methyl hexanoate